NC[C@@H](O)C=1C=NN(C1)C1=C(C=C(C#N)C=C1)OC1=NC(=NC(=C1)C1=NC=CC=C1)C 4-[4-[(1S)-2-amino-1-hydroxyethyl]pyrazol-1-yl]-3-(2-methyl-6-pyridin-2-ylpyrimidin-4-yl)oxybenzonitrile